CN1CC(CCC1)CC(=O)O 2-(1-methylpiperidin-3-yl)acetic acid